Cl.C(C1=CC=CC=C1)SC1=C(C=C(C=C1)NC([C@H](CC1=CC=CC=C1)NC)=O)OC (S)-N-(4-(benzylthio)-3-methoxyphenyl)-2-(methylamino)-3-phenylpropionamide hydrochloride